(5-(6-(2,2-difluoromorpholino)-1H-benzo[d]imidazol-2-yl)-1H-pyrrol-3-yl)(2-(trifluoromethyl)phenyl)methanone FC1(OCCN(C1)C=1C=CC2=C(NC(=N2)C2=CC(=CN2)C(=O)C2=C(C=CC=C2)C(F)(F)F)C1)F